(4-tert-pentylcyclohexyl) sec-hexyl fumarate C(\C=C\C(=O)OC(C)CCCC)(=O)OC1CCC(CC1)C(C)(C)CC